COC(=O)C1=NN(C=N1)[C@@H]1O[C@@H]([C@H]([C@H]1OC)O)CO 1-((2R,3R,4R,5R)-4-hydroxy-5-(hydroxymethyl)-3-methoxytetrahydrofuran-2-yl)-1H-1,2,4-triazole-3-carboxylic acid methyl ester